3-(4-(4-methylpiperazine-1-carbonyl)phenyl)-4,6-dihydropyrrolo[3,4-c]pyrazole-5(1H)-carbonitrile CN1CCN(CC1)C(=O)C1=CC=C(C=C1)C=1C2=C(NN1)CN(C2)C#N